1-(11Z-eicosenoyl)-2-(6Z,9Z,12Z-octadecatrienoyl)-glycero-3-phospho-(1'-sn-glycerol) CCCCCCCC/C=C\CCCCCCCCCC(=O)OC[C@H](COP(=O)(O)OC[C@H](CO)O)OC(=O)CCCC/C=C\C/C=C\C/C=C\CCCCC